4-FORMYLPHENYL BUTYRATE C(CCC)(=O)OC1=CC=C(C=C1)C=O